(E)-3-(dimethylamino)-1-(4-methoxy-naphthalene-1-yl)-2-(4-fluorophenyl)prop-2-ene CN(/C=C(\CC1=CC=C(C2=CC=CC=C12)OC)/C1=CC=C(C=C1)F)C